C(C1=CC=CC=C1)OC=1C(C(=CN2N([C@H]3N(C(C21)=O)CCOC3)[C@@H]3C2=C(SCC1=C3C=CC(=C1F)F)C=CC=C2)Br)=O (R)-7-(benzyloxy)-9-bromo-12-((S)-7,8-difluoro-6,11-dihydrodibenzo[b,e]thiepin-11-yl)-3,4,12,12a-tetrahydro-1H-[1,4]oxazino[3,4-c]pyrido[2,1-f][1,2,4]triazine-6,8-dione